4-chloro-3-formyl-5,6-dihydropyridine-1(2H)-carboxylic acid benzyl ester C(C1=CC=CC=C1)OC(=O)N1CC(=C(CC1)Cl)C=O